COC1=CC(=NC=C1)CCCNC=1C=CC2=C(C(=C(O2)C(=O)O)C)C1 5-(3-(4-Methoxypyridin-2-yl)propylamino)-3-methylbenzofuran-2-carboxylic acid